C(CC)C1=C2C=CC(C(=C3C=CC(=C(C=4C=CC(=C(C5=CC=C1N5)CCC)N4)CCC)N3)CCC)=N2 tetrapropylporphyrin